NC1CCN(CC1)C1=NN2C(C(=N1)NCC=1C(=NC=CC1)C1=CC=NN1C)=NC=C2C(=C)C 2-(4-aminopiperidin-1-yl)-N-((2-(1-methyl-1H-pyrazol-5-yl)pyridin-3-yl)methyl)-7-(prop-1-en-2-yl)imidazo[2,1-f][1,2,4]triazin-4-amine